FC1=CC=C(C=C1)C=1C(=NC2=CC(=CC(=C2C1)C(C)O)C)C1=CC=NC=C1 1-(3-(4-fluorophenyl)-7-methyl-2-(pyridin-4-yl)quinolin-5-yl)ethan-1-ol